C(C1=CC=CC=C1)OCC(C(C(=O)OCC)(F)F)NC(=O)OC(C)(C)C ethyl 4-(benzyloxy)-3-((tert-butoxycarbonyl) amino)-2,2-difluorobutyrate